5-bromo-7-fluoro-1-methyl-1,3-dihydro-2H-benzo[d]imidazol-2-one BrC1=CC2=C(N(C(N2)=O)C)C(=C1)F